4-(3-Nitrophenyl)thiazol-2-amine [N+](=O)([O-])C=1C=C(C=CC1)C=1N=C(SC1)N